methyl 2-[tert-butoxycarbonyl(5-trimethylsilylpent-4-ynyl)amino]-5-[3-(2-fluoro-4-iodo-phenoxy)propyl]thiazole-4-carboxylate C(C)(C)(C)OC(=O)N(C=1SC(=C(N1)C(=O)OC)CCCOC1=C(C=C(C=C1)I)F)CCCC#C[Si](C)(C)C